O=C1NC(CCC1C=1C=CC(=NC1)N1CCC(CC1)CN1CCC(CC1)(C(=O)O)C)=O 1-((1-(5-(2,6-dioxopiperidin-3-yl)pyridin-2-yl)piperidin-4-yl)methyl)-4-methylpiperidine-4-carboxylic acid